(N-methyl-perfluorobutanesulfonamide) ethyl-acrylate C(C)OC(C=C)=O.CNS(=O)(=O)C(C(C(C(F)(F)F)(F)F)(F)F)(F)F